4-(cyclopropyl(5-(4,4-difluoropiperidine-1-carbonyl)pyridin-2-yl)amino)benzonitrile C1(CC1)N(C1=CC=C(C#N)C=C1)C1=NC=C(C=C1)C(=O)N1CCC(CC1)(F)F